C(C1=CC=CC=C1)OC1=CC=C(OCC(=O)N=C=O)C=C1 2-(4-(benzyloxy)phenoxy)acetyl isocyanate